benzyl N-(5-bromo-2-hydroxyphenyl)carbamate BrC=1C=CC(=C(C1)NC(OCC1=CC=CC=C1)=O)O